tert-butyl (1-(5-cyclopropyl-3,6-dimethoxypyridin-2-yl)propan-2-yl)carbamate C1(CC1)C=1C=C(C(=NC1OC)CC(C)NC(OC(C)(C)C)=O)OC